6-(1,1-difluoro-5-azaspiro[2.5]octan-5-yl)-2,6-dimethyl-5,6,7,8-tetrahydroquinazolin-4(3H)-one FC1(CC12CN(CCC2)C2(CC=1C(NC(=NC1CC2)C)=O)C)F